(S)-N-(4-oxo-4-((6-(trifluoromethoxy)benzo[d]thiazol-2-yl)amino)butyl)pyrrolidine-2-carboxamide O=C(CCCNC(=O)[C@H]1NCCC1)NC=1SC2=C(N1)C=CC(=C2)OC(F)(F)F